2-{[8-(4-amino-3-cyanophenyl)-3-oxo-1H,2H,3H-benzo[e]isoindol-2-yl]methyl}prop-2-enamide NC1=C(C=C(C=C1)C=1C=CC2=C(C=3CN(C(C3C=C2)=O)CC(C(=O)N)=C)C1)C#N